C(=O)(O)C1C(N(C(C1)(C)C)O)(C)C 3-carboxy-1-hydroxy-2,2,5,5-tetramethylpyrrolidine